OCCN1[CH-]OCC1=O 3-(2-hydroxyethyl)-2-oxazolidone